C(C)(C)(C)C1=CC=C(C=C1)C=1OC(C(N1)=CC=1C=NN(C1)C1=CC=CC=C1)=O 2-(4-(tert-butyl)phenyl)-4-((1-phenyl-1H-pyrazol-4-yl)methylene)oxazol-5(4H)-one